O1C=C(C2=C1C=CC=C2)C[C@H](NC(CC=2C=C1CC3(C(C1=CC2)=O)CCCC3)=O)B(O)O (R)-(2-(benzofuran-3-yl)-1-(2-(1'-oxo-1',3'-dihydrospiro[cyclopentane-1,2'-indene]-5'-yl)acetamido)ethyl)boronic acid